(R)-(2-((1-((dimethylamino)methyl)cyclopropyl)methoxy)-4-(3-hydroxypiperidin-1-yl)-5,7-dihydro-6H-pyrrolo[3,4-d]pyrimidin-6-yl)(3-hydroxy-8-iodonaphthalen-1-yl)methanone CN(C)CC1(CC1)COC=1N=C(C2=C(N1)CN(C2)C(=O)C2=CC(=CC1=CC=CC(=C21)I)O)N2C[C@@H](CCC2)O